1-fluoro-4-isothiocyanato-2-(trifluoromethoxy)benzene FC1=C(C=C(C=C1)N=C=S)OC(F)(F)F